tert-butyl N-[[2-(4-chloro-3-fluorophenyl)-5-(fluoromethyl)-1,2,4-triazol-3-yl]methyl]carbamate ClC1=C(C=C(C=C1)N1N=C(N=C1CNC(OC(C)(C)C)=O)CF)F